NC1N(CCCC1)C=1OC(=NN1)C1CC(C1)(F)F amino-(5R)-(3,3-difluorocyclobutyl-1,3,4-oxadiazol-2-yl)-piperidine